C(=O)(O)COC(=O)C1SCCN1.C(CC(=O)C)(=O)O acetoacetic acid carboxymethylthiazolidineformate